N-[(6-Amino-2-pyridyl)sulfonyl]-6-(p-tolyl)-2-(2,2,4-trimethylpyrrolidin-1-yl)pyridin-3-carboxamid NC1=CC=CC(=N1)S(=O)(=O)NC(=O)C=1C(=NC(=CC1)C1=CC=C(C=C1)C)N1C(CC(C1)C)(C)C